CC1=CC(=NN1)NC=1N=C(C2=C(N1)SC=C2)NC2CC1CCC(C2)N1CCC#N 3-((3-exo)-3-((2-((5-methyl-1H-pyrazol-3-yl)amino)thieno[2,3-d]pyrimidin-4-yl)amino)-8-azabicyclo[3.2.1]octan-8-yl)propionitrile